4-methoxy-1H-indole-3-carboxylate COC1=C2C(=CNC2=CC=C1)C(=O)[O-]